C(C1CO1)OCCOC1=CC=C(C=C1)C(C(F)(F)F)(C(F)(F)F)C1=CC=C(C=C1)OCCOCC1CO1 2,2-bis[4-(2-glycidyloxyethoxy)phenyl]hexafluoropropane